N1=CC=C(C=C1)CNC(NC1=CC=C(C(=O)N)C=C1)=O 4-(3-(pyridin-4-ylmethyl)ureido)benzamide